FC(C(=O)O)(F)F.CC1=C(C=C(C=C1)NC(=O)C1NCCN(C1)S(=O)(=O)C)C(N[C@H](C)C1=CC=CC2=CC=CC=C12)=O N-(4-methyl-3-(((R)-1-(naphthalen-1-yl)ethyl)carbamoyl)phenyl)-4-(methylsulfonyl)piperazine-2-carboxamide 2,2,2-trifluoroacetate